1,4,2-dioxazole O1N=COC1